C1=C(C=CC=2C3=CC=CC=C3C3=CC=CC=C3C12)C1=CC=C(C=C1)C=1C=CC=2N(C3=CC=CC=C3C2C1)C1=CC=2C3=CC=CC=C3C3=CC=CC=C3C2C=C1 3-{4-(triphenylene-2-yl)phenyl}-9-(triphenylene-2-yl)-9H-carbazole